(2S,4R)-5-(4-bromophenyl)-4-t-butoxycarbonylamino-2-hydroxymethyl-2-methylpentanoic acid BrC1=CC=C(C=C1)C[C@H](C[C@@](C(=O)O)(C)CO)NC(=O)OC(C)(C)C